CN(C)CC1CN(C1)C1=CC=CC(=N1)C#N 6-[3-[(dimethylamino)methyl]azetidin-1-yl]pyridine-2-carbonitrile